(4-(((1H-1,2,3-triazol-4-yl)methoxy)methyl)-3-methylpiperidin-1-yl)(2-((2,3-dihydro-1H-inden-2-yl)amino)pyrimidin-5-yl)methanone N1N=NC(=C1)COCC1C(CN(CC1)C(=O)C=1C=NC(=NC1)NC1CC2=CC=CC=C2C1)C